1,1-Dimethylethyl 2-(phenylsulfinyl)acetate C1(=CC=CC=C1)S(=O)CC(=O)OC(C)(C)C